CN1N=C(C(=C1)C)[C@H](N)C1(CCC1)C (R)-(1,4-Dimethyl-1H-pyrazol-3-yl)(1-methylcyclobutyl)-methanamine